N-((1s,3s)-3-hydroxy-3-methylcyclobutyl)-2-(4-isopropyl-1-oxo-6-(trifluoromethyl)phthalazin-2(1H)-yl)acetamide OC1(CC(C1)NC(CN1C(C2=CC=C(C=C2C(=N1)C(C)C)C(F)(F)F)=O)=O)C